N[C@H](C(=O)N(C)[C@H](C(=O)N1C[C@]2(C[C@H]1C(=O)N)C(NC1=C(O2)C(=CC=C1)C#N)=O)CC1CC1)CC1CC1 (2R,5'S)-1'-((S)-2-((S)-2-amino-3-cyclopropyl-N-methylpropanamido)-3-cyclopropylpropanoyl)-8-cyano-3-oxo-3,4-dihydrospiro[benzo[b][1,4]oxazine-2,3'-pyrrolidine]-5'-carboxamide